CC1(OB(OC1(C)C)C1=CC(=CC=C1)C=1C2=CC=CC=C2C=2C=CC=CC2C1)C 4,4,5,5-tetramethyl-2-(3-(phenanthren-9-yl)phenyl)-1,3,2-dioxaborolane